ClC1=CC(=C(C=C1F)N1CCC2(CCN(CC2)C2=CC(=C(N)C=C2F)OC)CC1)F 4-(9-(4-Chloro-2,5-difluorophenyl)-3,9-diazaspiro[5.5]undecan-3-yl)-5-fluoro-2-methoxyaniline